2,4-dihydroxy-6-hexylbenzoic acid OC1=C(C(=O)O)C(=CC(=C1)O)CCCCCC